N-(4-fluoro-3-methylphenyl)-5-(2-(((3aS,4R,6S,6aR)-6-hydroxy-2,2-dimethyltetrahydro-4H-cyclopenta[d][1,3]dioxol-4-yl)amino)-2-oxoacetyl)-1,2,4-trimethyl-1H-pyrrole-3-carboxamide FC1=C(C=C(C=C1)NC(=O)C1=C(N(C(=C1C)C(C(=O)N[C@@H]1C[C@@H]([C@H]2OC(O[C@H]21)(C)C)O)=O)C)C)C